tert-butyl (tert-butoxycarbonyl)(7-(3-(3,3-difluoro-4-phenylbutoxy)-2-fluorophenyl)-[1,2,4]triazolo[1,5-a]pyridin-2-yl)carbamate C(C)(C)(C)OC(=O)N(C(OC(C)(C)C)=O)C1=NN2C(C=C(C=C2)C2=C(C(=CC=C2)OCCC(CC2=CC=CC=C2)(F)F)F)=N1